(4-(3-cyclopropoxybenzyl)-2-(2-isopropylphenyl)piperazin-1-yl)-7-azaspiro[3.5]nonane C1(CC1)OC=1C=C(CN2CC(N(CC2)C2CCC23CCNCC3)C3=C(C=CC=C3)C(C)C)C=CC1